N-[5-(2-Aminopyrimidin-5-yl)-3-methoxy-pyrazin-2-yl]-5-methyl-3-phenyl-isoxazole-4-carboxamide NC1=NC=C(C=N1)C=1N=C(C(=NC1)NC(=O)C=1C(=NOC1C)C1=CC=CC=C1)OC